(1R,3S)-3-({8-methoxy-7-[3-(pyrrolidin-1-yl)propoxy]-1H,2H,3H-cyclopenta[c]quinolin-4-yl}amino)cyclohexan-1-ol COC1=CC=2C3=C(C(=NC2C=C1OCCCN1CCCC1)N[C@@H]1C[C@@H](CCC1)O)CCC3